IN1CCCC1 1-iodopyrrolidine